[Pd].[Pd].C(C1=CC=CC=C1)=CC(=O)C=CC1=CC=CC=C1.C(C1=CC=CC=C1)=CC(=O)C=CC1=CC=CC=C1.C(C1=CC=CC=C1)=CC(=O)C=CC1=CC=CC=C1 Tri[dibenzylideneacetone] dipalladium